ClC=1C=C2C(=CN=C(C2=CN1)OC1CC1)[C@](C)(CC)N (s)-2-(6-chloro-1-cyclopropoxy-2,7-naphthyridin-4-yl)butan-2-amine